C(CCCCCCCCCCC)SCCC(=O)[O-] 3-(laurylthio)propionate